tert-butyl N-[3-cyano-r-(5-cyano-2-methylsulfanyl-pyrimidin-4-yl)spiro[6,7-dihydro-5H-benzothiophene-4,3'-azetidine]-2-yl]carbamate C(#N)C1=C(SC2=C1C1(CN(C1)C1=NC(=NC=C1C#N)SC)CCC2)NC(OC(C)(C)C)=O